(E)-N-(2-((2-Nicotinoylhydrazineylidene)methyl)quinolin-8-yl)-4-(trifluoromethyl)benzenesulfonamide C(C1=CN=CC=C1)(=O)N\N=C\C1=NC2=C(C=CC=C2C=C1)NS(=O)(=O)C1=CC=C(C=C1)C(F)(F)F